ClC=1C=C(C=CC1Cl)C=1N=C(SC1CC(C)C)N(CC1=CC=CC=C1)CCNC(NC(OC(C)(C)C)=O)=NC(OC(C)(C)C)=O tert-butyl 2-(4-(3,4-dichlorophenyl)-5-isobutylthiazol-2-yl)-10,10-dimethyl-8-oxo-1-phenyl-9-oxa-2,5,7-triazaundec-6-ylidenecarbamate